6-chloro-2,5-dimethyl-4,5-dihydro-2H-pyrazolo[4,3-c][1,7]naphthyridine ClC1=NC=CC=2C=3C(CN(C12)C)=CN(N3)C